C(C)(C)(C)OC(=O)N1N=CC(=C1)C1=C(C=CC(=C1)C(F)(F)F)C=C1CCN(CC1)C(=O)OC(C)(C)C tert-Butyl 4-[[2-(1-tert-butoxycarbonylpyrazol-4-yl)-4-(trifluoromethyl)phenyl]methylene]piperidine-1-carboxylate